benzyl ((2S,3R)-3-(tert-butoxy)-1-(((S)-3-cyclopropyl-1-oxo-1-(((S)-1-oxo-3-((S)-2-oxopyrrolidin-3-yl)propan-2-yl)amino)propan-2-yl)amino)-1-oxobutan-2-yl)carbamate C(C)(C)(C)O[C@@H]([C@@H](C(=O)N[C@H](C(N[C@H](C=O)C[C@H]1C(NCC1)=O)=O)CC1CC1)NC(OCC1=CC=CC=C1)=O)C